NC1=CC=CC(=N1)S(=O)(=O)NC(=O)C=1C(=NC(=CC1)N1N=CC=C1CC(C)C)N1C(C[C@@H](C1)C)(C)C N-[(6-Amino-2-pyridyl)sulfonyl]-6-(5-isobutylpyrazol-1-yl)-2-[(4S)-2,2,4-trimethylpyrrolidin-1-yl]pyridin-3-carboxamid